N1=NC(=NN=C1)C1=CC=C(C=C1)CN (4-(1,2,4,5-tetrazin-3-yl)phenyl)methylamine